(S)-N-(8,9-difluoro-4,6-dioxo-1,4,5,6-tetrahydro-2H-pyrano[3,4-c]isoquinolin-1-yl)-5,6-difluoro-N-methyl-1H-indole-2-carboxamide FC=1C(=CC=2C3=C(NC(C2C1)=O)C(OC[C@H]3N(C(=O)C=3NC1=CC(=C(C=C1C3)F)F)C)=O)F